OC1=C(OC2=CC(=CC(=C2C1=O)O)O)C1=C(C=CC=C1)[O-] 2-(3,5,7-trihydroxy-4-oxo-4H-chromen-2-yl)phenolate